NC=1C2=C(N=CN1)N(C(=C2C2=CC=C(C(=O)NCC1OCC1)C=C2)C2=CC=C(C=C2)NC(C(=C)C)=O)C 4-(4-amino-6-(4-methacrylamido-phenyl)-7-methyl-7H-pyrrolo[2,3-d]pyrimidin-5-yl)-N-(oxetan-2-ylmethyl)benzamide